(R)-tert-butyl (5-guanidino-1-(4-(((8-methyl-4-oxo-3,4-dihydroquinazolin-2-yl) methyl)thio)piperidin-1-yl)-1-oxopentan-2-yl)carbamate N(C(=N)N)CCC[C@H](C(=O)N1CCC(CC1)SCC1=NC2=C(C=CC=C2C(N1)=O)C)NC(OC(C)(C)C)=O